N(=C=O)C(C)(C)C1=CC=C(C=C1)C(C)(C)N=C=O 1,4-bis(2-isocyanato-prop-2-yl)benzene